tert-butyl (S)-4-(4-chloro-3-(5-(difluoromethyl)-1H-1,2,4-triazol-1-yl)phenyl)-2,2-dimethyloxazolidine-3-carboxylate ClC1=C(C=C(C=C1)[C@@H]1N(C(OC1)(C)C)C(=O)OC(C)(C)C)N1N=CN=C1C(F)F